Br.C1(CCCCC1)N cyclohexylamine hydrogen bromide salt